(1S,3R,4S,5R)-3-((5-fluoro-4-(4-fluoro-2-(2-hydroxypropan-2-yl)-1-isopropyl-1H-benzo[d]imidazol-6-yl)pyrimidin-2-yl)amino)-6,8-dioxabicyclo[3.2.1]octan-4-ol FC=1C(=NC(=NC1)N[C@@H]1C[C@H]2CO[C@@H]([C@H]1O)O2)C=2C=C(C1=C(N(C(=N1)C(C)(C)O)C(C)C)C2)F